CN1[C@@H](CCC1)COC=1C=NC=CC1C1=CC=2C(NCCC2N1)=O 2-(3-{[(2S)-1-methylpyrrolidin-2-yl]methoxy}pyridin-4-yl)-1,5,6,7-tetrahydro-4H-pyrrolo[3,2-c]pyridin-4-one